(S)-2'-chloro-5'-methoxy-6-methyl-N-(5-(oxetan-2-ylmethoxy)-1,3,4-thiadiazol-2-yl)-(4,4'-bipyridine) ClC1=NC=C(C(=C1)C1=CCN(C(=C1)C)C=1SC(=NN1)OC[C@H]1OCC1)OC